5-(5-fluoro-2-methoxypyridin-3-yl)-7-{[1-(2-fluorophenyl)-1H-1,2,3-triazol-4-yl]methyl}-7H-pyrrolo[2,3-d]pyrimidin-4-amine FC=1C=C(C(=NC1)OC)C1=CN(C=2N=CN=C(C21)N)CC=2N=NN(C2)C2=C(C=CC=C2)F